C(C)(C)NC(=O)C=1C=NC2=C(C=C(C=C2C1)OC)OC1=CC=C(C=C1)C(F)(F)F N-Isopropyl-6-methoxy-8-(4-(trifluoromethyl)phenoxy)quinoline-3-carboxamide